BrC=1C=CC2=C(N=C(S2)C2CC3(CNC3)C2)C1 5-bromo-2-(2-Azaspiro[3.3]heptan-6-yl)benzo[d]thiazole